(tert-butyl 9-oxo-2-(trifluoromethyl)-9H-indeno[2,1-d]pyrimidin-6-yl) carbamate C(N)(OC=1C=CC=2C(C=3N=C(N=C(C3C2C1)C(C)(C)C)C(F)(F)F)=O)=O